5-(3-((1-methylpiperidin-4-yl)oxy)isoquinolin-6-yl)-2-((tetrahydro-2H-pyran-4-yl)ethynyl)thiazole CN1CCC(CC1)OC=1N=CC2=CC=C(C=C2C1)C1=CN=C(S1)C#CC1CCOCC1